COC1=C(C=CC=C1)NC(=O)C=1C=C2C=CC(OC2=C(C1)C1=CC(=CC=C1)OC)(C)C N-(2-methoxyphenyl)-8-(3-methoxyphenyl)-2,2-dimethyl-2H-chromen-6-carboxamide